BrC=1C=C2C[C@H]([C@H](C2=CC1)NC(OC(C)(C)C)=O)O tert-butyl ((1S,2R)-5-bromo-2-hydroxy-2,3-dihydro-1H-inden-1-yl)carbamate